OCCONC(CCCC)=O N-(2-hydroxyethoxy)pentanamide